N,N'-bisbenzylhydrazine C(C1=CC=CC=C1)NNCC1=CC=CC=C1